4-cyclopropoxy-N-((S)-2-cyclopropyl-2-((R)-7-(4-fluorophenyl)-3-(4H-1,2,4-triazol-4-yl)-3-(trifluoromethyl)-2,3-dihydrofuro[2,3-c]pyridin-5-yl)-2-hydroxyethyl)-3-methoxybenzamide C1(CC1)OC1=C(C=C(C(=O)NC[C@](O)(C=2C=C3C(=C(N2)C2=CC=C(C=C2)F)OC[C@]3(C(F)(F)F)N3C=NN=C3)C3CC3)C=C1)OC